N1N=NC(C(C1=O)=O)=O triazin-trione